(4-methoxybenzyl)-2-methylpiperidine-4-carboxylic acid methyl ester COC(=O)C1CC(N(CC1)CC1=CC=C(C=C1)OC)C